3-(1-oxo-5-((4-(3-(thiophen-2-yl)benzyl)piperazin-1-yl)methyl)isoindolin-2-yl)piperidine O=C1N(CC2=CC(=CC=C12)CN1CCN(CC1)CC1=CC(=CC=C1)C=1SC=CC1)C1CNCCC1